palladium hydroxyoxide OOO.[Pd]